C(C)OC(CCCCCCCCC[SiH2]C)OCC diethoxydecyl-methylsilane